(S)-4-(2-(4-(2-acetyl-5-chlorophenyl)-3-(2-methoxyethoxy)-6-oxopyridazin-1(6H)-yl)-3-phenylpropionamido)benzoic acid C(C)(=O)C1=C(C=C(C=C1)Cl)C=1C(=NN(C(C1)=O)[C@H](C(=O)NC1=CC=C(C(=O)O)C=C1)CC1=CC=CC=C1)OCCOC